(2S)-N-[4-(bromomethyl)phenyl]-2-[[(2S)-2-[3-[2-(2,5-dioxopyrrol-1-yl)ethoxy]propanoylamino]-3-methyl-butanoyl]amino]-5-ureido-pentanamide BrCC1=CC=C(C=C1)NC([C@H](CCCNC(=O)N)NC([C@H](C(C)C)NC(CCOCCN1C(C=CC1=O)=O)=O)=O)=O